COCC1=NC2=C(N1)C=C(C=C2C(=O)NC2=C(C=CC=C2)C)NC(=O)C2=C(C=CC=C2)C(F)(F)F 2-(methoxymethyl)-N-(2-methylphenyl)-6-({[2-(trifluoromethyl)phenyl]carbonyl}amino)-1H-benzimidazole-4-carboxamide